(2S)-2-[(1-acetyl-4-methyl-piperidine-4-carbonyl)amino]-9-(5,6,7,8-tetrahydro-1,8-naphthyridin-2-yl)nonanoic acid C(C)(=O)N1CCC(CC1)(C(=O)N[C@H](C(=O)O)CCCCCCCC1=NC=2NCCCC2C=C1)C